[O-2].[O-2].[O-2].[Tb+3].[Tb+3] diterbium trioxide